N-[2-({2-[(piperidin-3-yl)amino]-5-(trifluoromethyl)pyrimidin-4-yl}amino)phenyl]acetamide N1CC(CCC1)NC1=NC=C(C(=N1)NC1=C(C=CC=C1)NC(C)=O)C(F)(F)F